2-(1-((1-Methylpiperidin-3-yl)methyl)pyrido[3,4-d]pyridazin-4-yl)-5-(trifluoromethyl)phenol CN1CC(CCC1)CC1=C2C(=C(N=N1)C1=C(C=C(C=C1)C(F)(F)F)O)C=NC=C2